3-bromo-1-(2-bromoethyl)-5-(trifluoromethyl)pyridin-2(1H)-one BrC=1C(N(C=C(C1)C(F)(F)F)CCBr)=O